C(C1=CC=CC=C1)N1N=C(N=C1)C(=O)N[C@@H]1C(N(C=2N(CCC1)N=CC2)C)=O (S)-1-benzyl-N-(4-methyl-5-oxo-4,5,6,7,8,9-hexahydropyrazolo[1,5-a][1,3]diazocin-6-yl)-1H-1,2,4-triazole-3-carboxamide